tert-butyl (4R)-4-methyl-1,2,3-oxathiazolidine-3-carboxylate 2-oxide C[C@H]1N(S(OC1)=O)C(=O)OC(C)(C)C